1-(6-(6-chloro-8-fluoro-7-(2-fluoro-6-hydroxyphenyl)-2-(((S)-1-methylpyrrolidin-2-yl)methoxy)quinazolin-4-yl)-2,6-diazaspiro[3.3]heptan-2-yl)prop-2-en-1-one ClC=1C=C2C(=NC(=NC2=C(C1C1=C(C=CC=C1O)F)F)OC[C@H]1N(CCC1)C)N1CC2(CN(C2)C(C=C)=O)C1